C1(CCC1)NC1=CC(=NC=N1)N1CCC(CC1)N1CC2=CC=CC=C2CC1 trans-1-(6-(cyclobutylamino)pyrimidin-4-yl)-4-(3,4-dihydroisoquinolin-2(1H)-yl)piperidine